OC1CC2(CC(C2)NC(OCC2=CC=CC=C2)=O)C1 Benzyl ((αR)-6-hydroxyspiro[3.3]heptan-2-yl)carbamate